2-(((((1-ethylpiperidin-3-yl)methoxy)carbonyl)oxy)methyl)propyl (9Z,12Z)-octadeca-9,12-dienoate C(CCCCCCC\C=C/C\C=C/CCCCC)(=O)OCC(C)COC(=O)OCC1CN(CCC1)CC